The molecule is conjugate base of dolichyl D-xylosyl phosphate; major species at pH 7.3. It is a conjugate base of a dolichyl D-xylosyl phosphate. CC(CC/C=C(/C)\\CC/C=C(\\C)/CC/C=C(\\C)/CCC=C(C)C)CCOP(=O)([O-])OC1[C@@H]([C@H]([C@@H](CO1)O)O)O